IC1=CC=C(C[C@H](N)C(=O)O)C=C1 para-iodophenylalanine